ClC1=NC=2N=C(N(C(C2N1C)=O)CC1=NC(=NO1)[C@@H]1CO[C@H](C1)C1=CC=C(C=C1)Cl)C 8-chloro-1-((3-((3R,5R)-5-(4-chlorophenyl)tetrahydro-furan-3-yl)-1,2,4-oxadiazol-5-yl)methyl)-2,7-dimethyl-1,7-dihydro-6H-purin-6-one